ClC=1C(=NC(=NC1)N1C[C@@H](N(C(C1)=O)C)C)NC1=CC=2C3=C(C(N(C2C=C1)C)=O)OCC([C@@H](N3)C3CC3)(F)F (S)-10-((5-Chloro-2-((S)-3,4-dimethyl-5-oxopiperazin-1-yl)pyrimidin-4-yl)amino)-2-cyclopropyl-3,3-difluoro-7-methyl-1,2,3,4-tetrahydro-[1,4]oxazepino[2,3-c]chinolin-6(7H)-on